6-methyl-1-(3-(trifluoromethyl)benzyl)isoquinolin-5-amine CC1=C(C=2C=CN=C(C2C=C1)CC1=CC(=CC=C1)C(F)(F)F)N